7-((2S,5R)-4-(Bis(4-fluorophenyl)methyl)-2,5-dimethylpiperazin-1-yl)-3-(((S)-tetrahydrofuran-2-yl)methyl)-3,4-dihydro-5H-[1,2,3]triazolo[4,5-d]pyrimidin-5-one FC1=CC=C(C=C1)C(N1C[C@@H](N(C[C@H]1C)C=1C2=C(NC(N1)=O)N(N=N2)C[C@H]2OCCC2)C)C2=CC=C(C=C2)F